(2S,4R)-N-{(1S)-1-cyano-2-[(3S)-2-oxopyrrolidin-3-yl]ethyl}-4-methyl-1-[N-(2,2,2-trifluoroethyl)-L-valinyl]piperidine-2-carboxamide C(#N)[C@H](C[C@H]1C(NCC1)=O)NC(=O)[C@H]1N(CC[C@H](C1)C)C([C@@H](NCC(F)(F)F)C(C)C)=O